3-bromo-5-(2-(5-chloro-2-fluorophenyl)pyrrolidin-1-yl)pyrazolo[1,5-a]Pyrimidine BrC=1C=NN2C1N=C(C=C2)N2C(CCC2)C2=C(C=CC(=C2)Cl)F